(R)-4-(2-((6-(2-((2,6-dichlorobenzyl)oxy)ethoxy)hexyl)amino)-1-hydroxyethyl)-2-(hydroxymethyl)phenol 2,2,2-triphenylacetate C1(=CC=CC=C1)C(C(=O)OC1=C(C=C(C=C1)[C@H](CNCCCCCCOCCOCC1=C(C=CC=C1Cl)Cl)O)CO)(C1=CC=CC=C1)C1=CC=CC=C1